C[C@H]1O[C@]12[C@H]1[C@@H]3CC=C(C[C@@H]3[C@@H](C2)C1)C |r| (1'RS,2RS,2'RS,3RS,7'RS,8'RS)-3,4'-dimethylspiro[oxirane-2,9'-tricyclo[6.2.1.02,7]undec[4]ene]